2-(1-((6-(2-(2,6-dioxopiperidin-3-yl)-1-oxoisoindolin-5-yl)-1H-pyrrolo[2,3-b]pyridin-4-yl)methyl)pyrrolidin-3-yl)-N,N-dimethylacetamide O=C1NC(CCC1N1C(C2=CC=C(C=C2C1)C1=CC(=C2C(=N1)NC=C2)CN2CC(CC2)CC(=O)N(C)C)=O)=O